C(C)O[Si](CCCSSSSCCC[Si](OCC)(OCC)OCC)(OCC)OCC bis(3-triethoxysilylpropyl)tetraSulfide